4-(3-((5-cyclopropyl-2-((1-(1-isopropylpiperidin-4-yl)-3-methyl-1H-pyrazol-4-yl)amino)pyrimidin-4-yl)amino)propyl)morpholin-3-one C1(CC1)C=1C(=NC(=NC1)NC=1C(=NN(C1)C1CCN(CC1)C(C)C)C)NCCCN1C(COCC1)=O